(benzenesulfonyloxyimino)-4-methoxybenzyl cyanide C1(=CC=CC=C1)S(=O)(=O)ON=C(C1=CC=C(C=C1)OC)C#N